4-(tert-butyl)benzaldehyde C(C)(C)(C)C1=CC=C(C=O)C=C1